BrC1=NC(=C(C=2N=C(N=C(C21)N2[C@@H]([C@@H]1CC[C@H](C2)N1C(=O)OC(C)(C)C)CO[Si](C)(C)C(C)(C)C)SCC)F)Cl tert-butyl (1S,2S,5R)-3-(5-bromo-7-chloro-2-(ethylthio)-8-fluoropyrido[4,3-d]pyrimidin-4-yl)-2-(((tert-butyldimethylsilyl)oxy)methyl)-3,8-diazabicyclo[3.2.1]octane-8-carboxylate